[Fe+2].CCCCCCCCCCCCCC tetradecane Iron(II)